9-(2,2-dibromovinyl)anthracene tert-butyl-4-[[3-(2-hydroxyethyl)phenyl]methyl]piperazine-1-carboxylate C(C)(C)(C)OC(=O)N1CCN(CC1)CC1=CC(=CC=C1)CCO.BrC(=CC=1C2=CC=CC=C2C=C2C=CC=CC12)Br